ClC1=C(C(=CC(=C1)Cl)O)C1=CC=C(N=N1)N1C[C@@H](CCC1)CNC(C)=O N-[[(3S)-1-[6-(2,4-dichloro-6-hydroxy-phenyl)pyridazin-3-yl]-3-piperidyl]methyl]acetamide